5-(trans-3-(cis-2,6-dimethylmorpholino)cyclobutoxy)-2-methylbenzoic acid C[C@@H]1O[C@@H](CN(C1)[C@@H]1C[C@H](C1)OC=1C=CC(=C(C(=O)O)C1)C)C